OCCNCCC[Si](OC)(OC)C gamma-(2-hydroxyethyl)aminopropyl-methyldimethoxysilane